trans-(3S,5R)-5-(3-(2-(3-methylisoxazol-5-yl)acetamido)-1H-pyrazol-5-yl)tetrahydrofuran-3-yl (1-methylcyclopropyl)carbamate CC1(CC1)NC(O[C@@H]1CO[C@H](C1)C1=CC(=NN1)NC(CC1=CC(=NO1)C)=O)=O